β-hydroxymyristoyl-ethanolamine OC(CC(=O)C(O)CN)CCCCCCCCCCC